6,8-Diprenylnaringenin C(C=C(C)C)C1=C(C=2C(C[C@H](OC2C(=C1O)CC=C(C)C)C1=CC=C(O)C=C1)=O)O